tert-butyl 4-[2-[3-(4-amino-1-cyclopropyl-pyrazolo[3,4-d]pyrimidin-3-yl)-5-cyclopropyl-isoxazol-4-yl]pyrimidin-5-yl]piperidine-1-carboxylate NC1=C2C(=NC=N1)N(N=C2C2=NOC(=C2C2=NC=C(C=N2)C2CCN(CC2)C(=O)OC(C)(C)C)C2CC2)C2CC2